1,3-bis(ethenylsulfonyl)-propane C(=C)S(=O)(=O)CCCS(=O)(=O)C=C